C(C)(C)(C)OC(=O)N1CC(C2=C1C=NC=1N2N=C(C1)C(C)=O)(C(F)(F)F)C 2-Acetyl-8-methyl-8-(trifluoromethyl)-7,8-dihydro-6H-pyrazolo[1,5-a]pyrrolo[2,3-e]pyrimidine-6-carboxylic acid tert-butyl ester